3-(3,5-difluoro-4-methoxyphenoxy)cyclobutan-1-amine FC=1C=C(OC2CC(C2)N)C=C(C1OC)F